7-[(2R,4S,6R)-2-(1-cyclopropylpyrazol-4-yl)-6-methyl-tetrahydropyran-4-yl]-5-(2,4-difluorophenyl)-2,3-dimethyl-pyrido[3,4-b]pyrazine C1(CC1)N1N=CC(=C1)[C@@H]1O[C@@H](C[C@@H](C1)C1=CC=2C(=NC(=C(N2)C)C)C(=N1)C1=C(C=C(C=C1)F)F)C